FC(C1=CC=C(C=C1)C1CCN(CC1)C(=O)C1=CC=C(C=C1)C1(COC1)OC)F (4-(4-(difluoromethyl)phenyl)piperidin-1-yl)(4-(3-methoxyoxetan-3-yl)phenyl)methanone